C(C)N1C(=CC=C1)C=O 1-ethyl-pyrrole-2-aldehyde